bis(1-pyrazolyl)iridium (III) N1(N=CC=C1)[Ir+]N1N=CC=C1